tin bromide trichloride [Sn](Cl)(Cl)(Cl)Br